CN(C(=O)C1CC2(C1)NC(OC2)=O)C2CC(C2)C2=CC=C(C=C2)C2(CC2)C N-methyl-N-((1s,3S)-3-(4-(1-methylcyclopropyl)phenyl)cyclobutyl)-6-oxo-7-oxa-5-azaspiro[3.4]octane-2-carboxamide